N-[3-[2-[4-(4-methylpiperazin-1-yl)anilino]furo[3,2-d]pyrimidin-4-yl]oxyphenyl]prop-2-enamide CN1CCN(CC1)C1=CC=C(NC=2N=C(C3=C(N2)C=CO3)OC=3C=C(C=CC3)NC(C=C)=O)C=C1